C(#N)N1CCC(CC1)N1N=NC(=C1C)C1=CC=2N(C(=C1)OC1C(CC=3C1=NC=CC3)(F)F)C(=CN2)C#N 7-[1-(1-Cyano-4-piperidyl)-5-methyl-triazol-4-yl]-5-[(6,6-difluoro-5,7-dihydrocyclopenta[b]pyridin-7-yl)oxy]imidazo[1,2-a]pyridine-3-carbonitrile